(S)-2-(4,4-difluoropiperidin-1-yl)-5-methyl-6,7,8,9-tetrahydro-5H-pyrazino[2,3-d]azepine FC1(CCN(CC1)C=1C=NC2=C(CCNC[C@@H]2C)N1)F